(3R,5aS,6R,8aS,9R,10R,12R,12aR)-N-(2,2-difluoroethyl)-3,6,9-trimethyldecahydro-12H-3,12-epoxypyrano[4,3-j][1,2]benzodioxepin-10-carboxamide FC(CNC(=O)[C@H]1[C@@H]([C@@H]2CC[C@H]([C@@H]3CC[C@]4(OO[C@]32[C@H](O1)O4)C)C)C)F